5-[4-amino-5-(trifluoromethyl)pyrrolo[2,1-f][1,2,4]triazin-7-yl]-N-[(3R,4S)-1-(6-bromopyridine-2-carbonyl)-4-fluoropyrrolidin-3-yl]-4-fluoro-2-methylbenzamide NC1=NC=NN2C1=C(C=C2C=2C(=CC(=C(C(=O)N[C@@H]1CN(C[C@@H]1F)C(=O)C1=NC(=CC=C1)Br)C2)C)F)C(F)(F)F